3-(chlorosulfonyl)propane-1-sulfonyl fluoride ClS(=O)(=O)CCCS(=O)(=O)F